tert-butyl [(1R,5S)-3,3-difluoro-5-{[6-(2,2,2-trifluoroethyl)thieno[2,3-d]pyrimidin-4-yl]amino}cyclohexyl]carbamate FC1(C[C@@H](C[C@@H](C1)NC=1C2=C(N=CN1)SC(=C2)CC(F)(F)F)NC(OC(C)(C)C)=O)F